NC=1C=2N(C3=C(N1)C=NC(=C3)C(=O)N3[C@H]1C4=C(O[C@@H](CC3)C1)C=C(C=C4)C(F)(F)F)C=NC2C (4-amino-3-methylimidazo[1,5-a]pyrido[3,4-e]pyrazin-8-yl)((2S,6R)-9-(trifluoromethyl)-3,4-dihydro-2H-2,6-methanobenzo[b][1,5]oxazocin-5(6H)-yl)methanone